CC(C(CCC)C)P(O)(=O)CC(CCCC)C(C)C (1,2-dimethylpentyl)(2-isopropylhexyl)phosphinic acid